FC1=C(C=CC=C1Cl)B(O)O 2-fluoro-3-chlorophenylboronic acid